4,5-dichloro-N-(1,1-dimethylsilinan-4-yl)-1H-pyrrolo[2,3-c]pyridine-2-carboxamide ClC1=C2C(=CN=C1Cl)NC(=C2)C(=O)NC2CC[Si](CC2)(C)C